N1(CCC1)C[C@H](C)NC(=O)C1=CC(=NN1C)C1=NC(=NC=C1)NC1=CC(=C(C(=C1)OC)OC)OC N-[(2S)-1-(azetidin-1-yl)propan-2-yl]-1-methyl-3-{2-[(3,4,5-trimethoxyphenyl)amino]pyrimidin-4-yl}-1H-pyrazole-5-carboxamide